diphenylphosphoramidat C1(=CC=CC=C1)OP(OC1=CC=CC=C1)(=O)N